Fluorosulfonylbenzyloxycarbonylamide FS(=O)(=O)[N-]C(=O)OCC1=CC=CC=C1